FC1=CC=C(CC=2C(=NC=C(C(=O)OC)C2)NC2C(CNCC2)C)C=C1 methyl 5-(4-fluorobenzyl)-6-((3-methylpiperidin-4-yl)amino)nicotinate